C1=CC(=C(C(=C1)F)F)[N+](=O)[O-] difluoronitrobenzene